3-(7-methoxy-1-methyl 1H-benzo[d][1,2,3]triazol-5-yl)propanoate COC1=CC(=CC2=C1N(N=N2)C)CCC(=O)[O-]